C(C)(=O)NC1=CC=C(C=N1)NC(=O)[C@H]1CC12CCN(CC2)C(=O)OC(C(F)(F)F)C(F)(F)F 1,1,1,3,3,3-hexafluoropropan-2-yl (S)-1-((6-acetamidopyridin-3-yl)carbamoyl)-6-azaspiro[2.5]octane-6-carboxylate